C(C)(C)(C)[N+]1=CC=CC=C1 tert-butyl-pyridinium